FC1(CCC2=C1N=C(N=C2C=2C=C1CCNC(C1=CC2)C(F)F)N2[C@H](CC2)C)F 6-(7,7-difluoro-2-((S)-2-methylazetidin-1-yl)-6,7-dihydro-5H-cyclopenta[d]pyrimidin-4-yl)-1-(difluoromethyl)-1,2,3,4-tetrahydroisoquinoline